6-(2,6-dichlorophenyl)-2-[(4-{[(1R,5S)-7-ethyl-3,7-diazabicyclo[3.3.1]non-3-yl]carbonyl}phenyl)amino]imidazo[1,2-a]pyrimido[5,4-e]pyrimidin-5(6H)-one ClC1=C(C(=CC=C1)Cl)N1C=2N(C3=C(C1=O)C=NC(=N3)NC3=CC=C(C=C3)C(=O)N3C[C@H]1CN(C[C@@H](C3)C1)CC)C=CN2